ClC=1C(=C(C=CC1Cl)NC=1C2=C(N=CN1)NC=C2C2CCN(CC2)C(C=C)=O)F 1-(4-(4-((3,4-dichloro-2-fluorophenyl)amino)-7H-pyrrolo[2,3-d]pyrimidin-5-yl)piperidin-1-yl)prop-2-en-1-one